C(OCC1C2=CC=CC=C2C=2C=CC=CC12)(ON1C(CCC1=O)=O)=O (9H-fluoren-9-yl)methyl (2,5-dioxopyrrolidin-1-yl) carbonate